ethyl 2,4-diaminophenylformate (2,4-diaminophenylethyl formate) NC1=C(C=CC(=C1)N)CCC(=O)O.NC1=C(C=CC(=C1)N)C(=O)OCC